S1C(=NC=C1)C1=C(OC2CCN(CC2)C(=O)Cl)C=CC(=C1)C(F)(F)F 4-[2-(1,3-thiazol-2-yl)-4-(trifluoromethyl)phenoxy]piperidine-1-carbonyl chloride